COC([C@@](N)(CC(C)C)CC(F)(F)F)=O 2-trifluoroethyl-leucine methyl ester